8-(1-Methyl-1-phenyl-ethyl)-3,8-diazabicyclo[3.2.1]oct-6-ene CC(C)(C1=CC=CC=C1)N1C2CNCC1C=C2